decyl phosphoramidate P(OCCCCCCCCCC)([O-])(=O)N